O1N=C(C2=C1C=CC=C2)CN2C1=C(SCC2=O)C=CC(=C1)NC(=O)NC1=CC=C2C=CNC2=C1 1-(4-(benzo[d]isoxazol-3-ylmethyl)-3-oxo-3,4-dihydro-2H-benzo[b][1,4]thiazin-6-yl)-3-(1H-indol-6-yl)urea